C(C)(C)(C)OC(=O)NC1=NC2=CC=C(C=C2C=C1O[C@@H](C)C1=C(C=C2C=NN(C2=C1)CC(=O)OC)N1N=CC=C1)F methyl {6-[(1S)-1-({2-[(tert-butoxycarbonyl)amino]-6-fluoroquinolin-3-yl}oxy)ethyl]-5-(1H-pyrazol-1-yl)-1H-indazol-1-yl}acetate